12-Ethyl-8-(pyridin-2-ylmethyl)-4-oxa-8,12-diazadispiro[2.1.5.3]tridecan-13-on C(C)N1CC2(OC3(CC3)C1=O)CCN(CC2)CC2=NC=CC=C2